CC(C)(C)[S@@](=O)N[C@H]1C2(CN(C2)C(=O)OCC2=CC=CC=C2)C[C@H](C1)O (5R,7R)-benzyl 5-((R)-1,1-dimethylethylsulfinamido)-7-hydroxy-2-azaspiro[3.4]octane-2-carboxylate